OC=1C=C2C3=C(N(C2=CC1)C(=O)OC(C)(C)C)C=NC(=C3COC)C(=O)OC(C)C 9-(tert-butyl) 3-isopropyl 6-hydroxy-4-(methoxymethyl)-9H-pyrido[3,4-b]indole-3,9-dicarboxylate